6-Methoxy-N-(3-methoxy-5-((tetrahydro-2H-pyran-4-yl)oxy)phenyl)quinolin-4-amine COC=1C=C2C(=CC=NC2=CC1)NC1=CC(=CC(=C1)OC1CCOCC1)OC